C(#N)CCC=1C=C2C(=C(C(=NC2=C(C1C1=C(C(=CC=C1)Cl)Cl)F)C)I)N[C@H]1[C@H]2CN([C@@H]1C2)C(=O)OC(C)(C)C tert-Butyl (1R,4R,5S)-5-((6-(2-cyanoethyl)-7-(2,3-dichlorophenyl)-8-fluoro-3-iodo-2-methylquinolin-4-yl)amino)-2-azabicyclo[2.1.1]hexane-2-carboxylate